(2S,4r)-4-fluoro-N-[(1S)-1-(2-amino-2-oxo-ethyl)prop-2-ynyl]-1-[1-(trifluoromethyl)cyclopropane-carbonyl]pyrrolidine-2-carboxamide F[C@@H]1C[C@H](N(C1)C(=O)C1(CC1)C(F)(F)F)C(=O)N[C@H](C#C)CC(=O)N